methyl (S)-2-((2-(4-((cyanomethyl)carbamoyl)-2,6-difluorophenyl)-7-methylimidazo[1,2-a]pyridin-3-yl)methyl)morpholine-4-carboxylate C(#N)CNC(=O)C1=CC(=C(C(=C1)F)C=1N=C2N(C=CC(=C2)C)C1C[C@H]1CN(CCO1)C(=O)OC)F